BrC=1C=C(C(=NC1)C=O)OC D-5-bromo-3-methoxypyridine-carboxaldehyde